2-[[4-[2-[4-(trifluoromethyl)anilino]phenyl]-2-pyridyl]amino]ethanol FC(C1=CC=C(NC2=C(C=CC=C2)C2=CC(=NC=C2)NCCO)C=C1)(F)F